ClC1=CC=2N(C(N(CC2C=N1)C1=C(C=CC=C1C)F)=O)[C@@H]1CN(CC1)C(=O)OC(C)(C)C tert-Butyl (3S)-3-[7-chloro-3-(2-fluoro-6-methyl-phenyl)-2-oxo-4H-pyrido[4,3-d]pyrimidin-1-yl]pyrrolidine-1-carboxylate